(1s,4R)-2-(2-(tert-butylamino)-2-oxoacetyl)-N-((S)-3-oxo-1-((S)-2-oxopyrrolidin-3-yl)-4-(trifluoromethoxy)butan-2-yl)-2-azabicyclo-[2.1.1]hexane-1-carboxamide C(C)(C)(C)NC(C(=O)N1C2(CC(C1)C2)C(=O)N[C@@H](C[C@H]2C(NCC2)=O)C(COC(F)(F)F)=O)=O